[3-[3-(2,3-dichlorophenyl)-1H-pyrazolo[3,4-b]pyrazin-6-yl]-7-pyridin-3-yl-3-azabicyclo[4.1.0]heptan-7-yl]methanamine ClC1=C(C=CC=C1Cl)C1=NNC2=NC(=CN=C21)N2CC1C(C1CC2)(C=2C=NC=CC2)CN